(S)-tert-butyl 3-methyl-4-(pyridazin-3-ylmethyl)piperazine-1-carboxylate C[C@H]1CN(CCN1CC=1N=NC=CC1)C(=O)OC(C)(C)C